(3R)-8-(6-tert-butyl-5-hydroxypyridin-3-yl)-3-methyl-6-oxo-2H,3H,4H,6H-pyrimido[2,1-b][1,3]thiazine-7-carbonitrile C(C)(C)(C)C1=C(C=C(C=N1)C=1N=C2SC[C@@H](CN2C(C1C#N)=O)C)O